C(CCCCCC(=O)OCCC(CCCCC)CCCCC)(=O)OCC(COC(CCC(OCCCC\C=C/CC)OCCCC\C=C/CC)=O)COC(CCC(C)OC(NCCN1CCCC1)=O)=O 1-(3-((4,4-bis(((Z)-oct-5-en-1-yl)oxy)butanoyl)oxy)-2-(((4-(((2-(pyrrolidin-1-yl)ethyl)carbamoyl)oxy)pentanoyl)oxy)methyl)propyl) 7-(3-pentyloctyl) heptanedioate